The molecule is a 1-(Z)-alk-1-enyl-2-acyl-sn-glycero-3-phosphocholine in which the alk-1-enyl and acyl groups are specified as (1Z)-hexadecenyl and (9Z,12Z)-octadecadienoyl respectively. It has a role as a mouse metabolite. It is a 1-(Z)-alk-1-enyl-2-acyl-sn-glycero-3-phosphocholine and a phosphatidylcholine (P-34:2). It derives from a linoleic acid. CCCCCCCCCCCCCC/C=C\\OC[C@H](COP(=O)([O-])OCC[N+](C)(C)C)OC(=O)CCCCCCC/C=C\\C/C=C\\CCCCC